N-(tetrahydro-2-oxo-3-thienyl)propanamide O=C1SCCC1NC(CC)=O